FC(C1=NC=CC(=N1)N1C=NC(=C1)CN1C[C@H](N[C@H](C1)C)C=1C(=C2COC(C2=CC1)=O)C)F 5-((2R,6S)-4-((1-(2-(difluoromethyl)pyrimidin-4-yl)-1H-imidazol-4-yl)methyl)-6-methylpiperazin-2-yl)-4-methyl-isobenzofuran-1(3H)-one